4-(4-(3,8-diazabicyclo[3.2.1]octan-3-yl)-8-fluoro-2-((3-fluorooxetan-3-yl)methoxy)-6-(trifluoromethyl)quinazolin-7-yl)-2-amino-7-fluorobenzo[b]thiophene-3-carbonitrile C12CN(CC(CC1)N2)C2=NC(=NC1=C(C(=C(C=C21)C(F)(F)F)C2=CC=C(C=1SC(=C(C12)C#N)N)F)F)OCC1(COC1)F